3-({[(4R)-7-[(4-fluorophenyl)(methyl)amino]-3,4-dihydro-2H-1-benzopyran-4-yl]methyl}amino)pyridine-4-carboxylic acid methyl ester COC(=O)C1=C(C=NC=C1)NC[C@@H]1CCOC2=C1C=CC(=C2)N(C)C2=CC=C(C=C2)F